2-[[2,6-dimethylpiperidine-1-carbonyl]amino]-4-[[3-fluoro-2-methoxy-propyl]-[4-(5,6,7,8-tetrahydro-1,8-naphthyridin-2-yl)butyl]amino]butanoic acid CC1N(C(CCC1)C)C(=O)NC(C(=O)O)CCN(CCCCC1=NC=2NCCCC2C=C1)CC(CF)OC